N-(7-chloro-6-(1-(3R-methyltetrahydrofuran-3-yl)piperidin-4-yl)isoquinolin-3-yl)-2-(pyridin-2-yl)cyclopropane-1-carboxamide ClC1=C(C=C2C=C(N=CC2=C1)NC(=O)C1C(C1)C1=NC=CC=C1)C1CCN(CC1)[C@]1(COCC1)C